BrC=1C=C(C=CC1)CCNC(C1=CC=C(C=C1)F)=O N-(3-bromophenyl-ethyl)-4-fluorobenzamide